diethyl-2,6-dimethyl-1,4-dihydropyridine-3,5-dicarboxylate C(C)OC(=O)C1=C(NC(=C(C1)C(=O)OCC)C)C